1-adamantyl-di-(tert-butyl)phosphine Zinc [Zn].C12(CC3CC(CC(C1)C3)C2)P(C(C)(C)C)C(C)(C)C